N1C=NC=C1C1=C(C#N)C=CC=C1 imidazol-5-yl-benzonitrile